trans-trans-2,4-decadienal C(\C=C\C=C\CCCCC)=O